3,3-difluoro-1-[(2S,5S)-7-fluoro-2,3-dihydro-2,5-methano-1,4-benzoxazepin-4(5H)-yl]-2,2-dimethylpropan-1-one FC(C(C(=O)N1C[C@H]2OC3=C([C@@H]1C2)C=C(C=C3)F)(C)C)F